OC[C@H]1N(C(O[C@@H]1C)(C)C)C(=O)OC(C)(C)C tert-butyl (4R,5R)-4-(hydroxymethyl)-2,2,5-trimethyloxazolidine-3-carboxylate